2-(4-chloro-5-cyclopropyl-6-oxo-pyridazin-1-yl)acetic acid ClC=1C=NN(C(C1C1CC1)=O)CC(=O)O